2'-((oxybis(ethane-2,1-diyl))bis(oxy))bis(ethane-1-amine) O(CCOCCN)CCOCCN